1-((1R,3R)-1-(4-(((3S,5S,7S)-adamantan-1-yl)amino)phenyl)-3-cyclobutyl-6-methoxy-3,4-dihydroisoquinolin-2(1H)-yl)-3-(trimethylsilyl)prop-2-yn-1-one C12(CC3CC(CC(C1)C3)C2)NC2=CC=C(C=C2)[C@H]2N([C@H](CC3=CC(=CC=C23)OC)C2CCC2)C(C#C[Si](C)(C)C)=O